N-[5-[4-(dimethylamino)-1-piperidinyl]-2-pyridinyl]-4-(3-isopropylpyrazolo[1,5-a]pyridin-5-yl)pyrimidin-2-amine CN(C1CCN(CC1)C=1C=CC(=NC1)NC1=NC=CC(=N1)C1=CC=2N(C=C1)N=CC2C(C)C)C